5-(4-fluoro-3-methoxyphenyl)-3,3-dimethyl-N-pentylmorpholine-4-carboxamide FC1=C(C=C(C=C1)C1COCC(N1C(=O)NCCCCC)(C)C)OC